[3-(1H-1,2,3-benzotriazol-1-yl)oxetan-3-yl]-6-{[4-methyl-1-(6-methylpyridin-3-yl)-1H-1,2,3-triazol-5-yl]methoxy}-1,2,3,4-tetrahydro-2,7-naphthyridine N1(N=NC2=C1C=CC=C2)C2(COC2)C2NCCC1=CC(=NC=C21)OCC2=C(N=NN2C=2C=NC(=CC2)C)C